C(C1=CC=CC=C1)OCCCCCCN 6-benzyloxyhexan-1-amine